3-(1-phenylvinyl)-4-(trifluoromethyl)pyridin-2-amine C1(=CC=CC=C1)C(=C)C=1C(=NC=CC1C(F)(F)F)N